3-[2-chloro-4-(methoxymethyl)phenyl]-1,4-oxazepan-HCl Cl.ClC1=C(C=CC(=C1)COC)C1COCCCN1